6-(2-fluoro-6-methoxybenzyl)-2-azaspiro[3.3]heptane trifluoroacetate FC(C(=O)O)(F)F.FC1=C(CC2CC3(CNC3)C2)C(=CC=C1)OC